4-[2-(p-methoxyphenoxy)ethyl-oxy]salicylic acid COC1=CC=C(OCCOC=2C=C(C(C(=O)O)=CC2)O)C=C1